C(C)(C)(C)C1=CC=C(C=C1)\C(=C/C(=O)N1CCOCC1)\C1=CC(=NC=C1)Cl (2E)-3-(4-tert-butylphenyl)-3-(2-chloropyridin-4-yl)-1-(morpholin-4-yl)-prop-2-en-1-one